ClC1=C(N=C(NC1=O)C1=C(N=CS1)C)N1CC(NCCC1)=O 4-[5-chloro-2-(4-methylthiazol-5-yl)-6-oxo-1H-pyrimidin-4-yl]-1,4-diazepan-2-one